FC1=C(C=CC=C1)C1CCC(N1)=O 5-(2-fluorophenyl)pyrrolidin-2-one